3-n-propylcyclohexane-1,2-dicarboxylic acid calcium salt [Ca+2].C(CC)C1C(C(CCC1)C(=O)[O-])C(=O)[O-]